CN1C(=NC2=C(C=C(C=C2C1=O)C)C=C)C1CCOCC1 3,6-dimethyl-2-(tetrahydro-2H-pyran-4-yl)-8-vinylquinazolin-4(3H)-one